1-tetrahydropyran-2-yl-4-(4,4,5,5-tetramethyl-1,3,2-dioxaborolan-2-yl)indazole methyl-3-(5-(4-fluorophenyl)-6-isopropyl-1,5-dihydropyrrolo[2,3-f]indazol-7-yl)propanoate COC(CCC1=C(N(C=2C=C3C=NNC3=CC21)C2=CC=C(C=C2)F)C(C)C)=O.O2C(CCCC2)N2N=CC1=C(C=CC=C21)B2OC(C(O2)(C)C)(C)C